1-hydroxy-3,4-dimethylazoline-2,5-dione ON1C(C(=C(C1=O)C)C)=O